NC1=C(C=C(N=N1)C1=C(C=CC=C1)O)N1CC2CCC(C1)N2C2=CC(=NC=C2)C#CCCCCCCN 2-(6-amino-5-(8-(2-(8-aminooct-1-yn-1-yl)pyridin-4-yl)-3,8-diazabicyclo[3.2.1]oct-3-yl)pyridazin-3-yl)phenol